CN1C=NC2=CC=C(C=C2C1=O)C(=O)NC1=CC2=C(C=N1)C=C(N2)[C@@H]2N(CCCC2)C 3-methyl-N-{2-[(2R)-1-methylpiperidin-2-yl]-1H-pyrrolo[3,2-c]pyridin-6-yl}-4-oxoquinazoline-6-carboxamide